tert-butyl {(1R,3S)-2,2-dimethyl-3-[(1S)-1-{[(S)-2-methylpropane-2-sulfinyl]amino}ethyl]cyclobutyl}carbamate CC1([C@@H](C[C@@H]1[C@H](C)N[S@@](=O)C(C)(C)C)NC(OC(C)(C)C)=O)C